FC1=CC(=C2C=C(N(C2=C1F)CCNC1=NC=NC(=C1)C1=CC=C(C=C1)C=1N=C(NC1)C)C)OC [2-(6,7-Difluoro-4-methoxy-2-methyl-indol-1-yl)-ethyl]-{6-[4-(2-methyl-1H-imidazol-4-yl)-phenyl]-pyrimidin-4-yl}-amine